O1CCN(CC1)CCNC(=O)C1=CC(=CN1)C1=C(C(=O)N)C=CC=N1 (5-((2-morpholinoethyl)carbamoyl)-1H-pyrrol-3-yl)nicotinamide